C(C)(C)(C)OC(=O)N1C2(CCCC1CC2)C 1-methyl-8-azabicyclo[3.2.1]octane-8-carboxylic acid tert-butyl ester